1,3-diazacyclohexan-2-one N1C(NCCC1)=O